N[C@@H]1CN(CC[C@H]1F)C1=NC2=C(N1CC1=NC=C(C=N1)Cl)C=CC(=C2)C#N 2-((3R,4R)-3-Amino-4-fluoropiperidin-1-yl)-1-((5-chloropyrimidin-2-yl)methyl)-1H-benzo[d]imidazol-5-carbonitril